COC1=CC=C(CN2CCC3=CC(=CC=C23)NS(=O)(=O)C2CCCCC2)C=C1 N-(1-(4-methoxybenzyl)indolin-5-yl)cyclohexanesulfonamide